C1(CC1)N1[C@H](CN(CC1)C1CCN(CC1)C1=C(C=C(C(=C1)OC)NC1=NC=NC(=C1)N1OCC[C@@H]1C1=CC(=CC=C1)OC1=CC=CC=C1)NC(C=C)=O)C N-(2-(4-((S)-4-cyclopropyl-3-methylpiperazin-1-yl)piperidin-1-yl)-4-methoxy-5-((6-((R)-3-(3-phenoxyphenyl)isoxazolidin-2-yl)pyrimidin-4-yl)amino)phenyl)acrylamide